FC=1C(=NC(=NC1C)N1CCCC1)N(C1=CC=C(C=C1)NC(CC=1SC=CC1)=O)C N-(4-((5-fluoro-6-methyl-2-(pyrrolidin-1-yl)pyrimidin-4-yl)(methyl)amino)phenyl)-2-(thiophen-2-yl)acetamide